N-(3-(methylthio)-1,2,4-thiadiazol-5-yl)isoxazolo[4,3-h]quinoline-3-carboxamide CSC1=NSC(=N1)NC(=O)C=1ON=C2C1C=CC=1C=CC=NC21